3-(difluoromethoxy)-4-(2-fluoro-5-methyl-4-methylsulfonyl-phenyl)-5-methylsulfonyl-1-trityl-indazole FC(OC1=NN(C2=CC=C(C(=C12)C1=C(C=C(C(=C1)C)S(=O)(=O)C)F)S(=O)(=O)C)C(C1=CC=CC=C1)(C1=CC=CC=C1)C1=CC=CC=C1)F